C(C)OC([C@H](C(C)C)OC1=C(C=C(C=C1)Cl)C1=NOCC1OCCCC)=O Ethyl-(2S)-2-[4-chloro-2-(4-butoxy-4,5-dihydroisoxazol-3-yl)phenoxy]-3-methylbutanoat